1-((R)-3,3-difluoro-4-((5-(1-((S)-2-fluoropropyl)-1H-benzo[d][1,2,3]triazol-6-yl)-4-methoxypyrrolo[2,1-f][1,2,4]triazin-2-yl)amino)pyrrolidin-1-yl)ethan-1-one FC1(CN(C[C@H]1NC1=NN2C(C(=N1)OC)=C(C=C2)C=2C=CC1=C(N(N=N1)C[C@H](C)F)C2)C(C)=O)F